C1(CC1)N1C=C2C(=NN=C(C2=CC1=O)C(=O)OC)N[C@H](C)C1=C(C(=CC=C1)C(F)F)F methyl (R)-6-cyclopropyl-4-((1-(3-(difluoromethyl)-2-fluorophenyl) ethyl) amino)-7-oxo-6,7-dihydropyrido[3,4-d]pyridazine-1-carboxylate